(5-((2-(trimethylsilyl)ethoxy)methyl)-5H-pyrrolo[2,3-b]pyrazin-2-yl)boronic acid C[Si](CCOCN1C=CC=2C1=NC=C(N2)B(O)O)(C)C